methyl (E)-4-((7-azaspiro[3.5]nonan-2-yl)amino)but-2-enoate C1C(CC12CCNCC2)NC/C=C/C(=O)OC